FC=1C=C(C=CC1C)[C@]1(CN(CC1)C(=O)NC=1C=C(C=C2C=CC=NC12)OC)C1=NC=NS1 (R)-3-(3-fluoro-4-methylphenyl)-N-(6-methoxyquinolin-8-yl)-3-(1,2,4-thiadiazol-5-yl)pyrrolidine-1-carboxamide